FC=1C=C2C(=NC1)NC=C2C(=O)OC methyl 5-fluoro-1H-pyrrolo[2,3-b]pyridine-3-carboxylate